N-methyl-4-[2-(thiophen-2-yl)vinyl]aniline CNC1=CC=C(C=C1)C=CC=1SC=CC1